(2-chlorophenyl)-2-(methylthio)-8,9-dihydroimidazo[1,2-a]pyrimido[5,4-e]pyrimidin-5(6H)-one ClC1=C(C=CC=C1)C1=NC(=NC2=C1C(NC=1N2CCN1)=O)SC